N-(cis-4-((4-methoxy-5-(quinoxalin-6-yl)pyrrolo[2,1-f][1,2,4]triazin-2-yl)amino)cyclohexyl)acetamide COC1=NC(=NN2C1=C(C=C2)C=2C=C1N=CC=NC1=CC2)N[C@H]2CC[C@H](CC2)NC(C)=O